(3S)-spiro[3.4]octan-3-amine C1C[C@@H](C12CCCC2)N